ClC(C1=NC(=NO1)C=1C=CC(=NC1)CP(NC1=CC=C(C=C1)C(F)(F)F)(=O)C)(F)F P-((5-(5-(chlorodifluoromethyl)-1,2,4-oxadiazol-3-yl)pyridin-2-yl)methyl)-P-methyl-N-(4-(trifluoromethyl)phenyl)phosphinic amide